2-((4-((3-(3-chlorophenyl)-3-phenylureido)methyl)cyclohexyl)methoxy)acetic acid ClC=1C=C(C=CC1)N(C(NCC1CCC(CC1)COCC(=O)O)=O)C1=CC=CC=C1